FC1=CC=C(C(=O)NC2CCN(CC2)C(=O)OC2=CC=C(C=C2)[C@H]2C[C@]3(CCC2)OC2(OO3)C3CC4CC(CC2C4)C3)C=C1 4-((1R,3R,3''R,5R,5'R,7R)-dispiro[adamantane-2,3'-[1,2,4]trioxolane-5',1''-cyclohexan]-3''-yl)phenyl 4-(4-fluorobenzamido)piperidine-1-carboxylate